FC(C(=O)O)C1=CC=C(C=C1)SC 2-fluoro-2-(4-(methylthio)phenyl)acetic acid